(4-fluorothiophen-2-yl)boric acid FC=1C=C(SC1)OB(O)O